1-thienothiophenecarbonyl-lysergic acid diethylamide C(C)N(C(=O)[C@H]1CN(C)[C@@H]2CC3=CN(C4=CC=CC(C2=C1)=C34)C(=O)C3=CC4=C(C=CS4)S3)CC